1-(2-fluoro-3-(trifluoromethyl)phenyl)ethylamine hydrochloride Cl.FC1=C(C=CC=C1C(F)(F)F)C(C)N